N1N=C(C=C1)NC1=CC(=C(C=N1)F)C(C)(C)F 6-((1H-pyrazol-3-yl)amino)-3-fluoro-4-(2-fluoropropan-2-yl)pyridin